5-chloro-2-fluoro-3-hydroxybenzonitrile ClC=1C=C(C(=C(C#N)C1)F)O